C12C3CC3C2C1 tricyclo[3.1.0.02,4]hexane